ClC1=C(C=CC(=C1)O)C(C)=O 1-(2-chloro-4-hydroxyphenyl)ethanone